tert-butyl 4-bromo-2-(hydroxymethyl)-1H-indole-1-carboxylate BrC1=C2C=C(N(C2=CC=C1)C(=O)OC(C)(C)C)CO